(3-fluoropropyl) (3,3-difluoropropyl) sulfate S(=O)(=O)(OCCCF)OCCC(F)F